BrC=1C(=NN(C1)C)C(=O)N1CCN(CC1)CC(=O)C1=C(C=CC=C1)F 2-[4-(4-Bromo-1-methyl-1H-pyrazole-3-carbonyl)-piperazin-1-yl]-1-(2-fluoro-phenyl)-ethanone